C(=O)=C1CC[C@H](N1)CN1CCCCC1 1-(((S)-5-carbonylpyrrolidin-2-yl)methyl)piperidine